tert-butyl (3aS,7aR)-1,2,3,3a,4,6,7,7a-octahydropyrrolo[3,4-c]pyridine-5-carboxylate C1NC[C@H]2CN(CC[C@H]21)C(=O)OC(C)(C)C